ClC1=C(C=C(C(=N1)I)C[C@@H](C(C)(C)C)NC(O)=O)O (S)-(1-(6-chloro-5-hydroxy-2-iodopyridin-3-yl)-3,3-dimethylbut-2-yl)carbamic acid